CC1=C(C(=CC(=C1)C)C)C=1C(=CC=CC1)N 2',4',6'-trimethyl-[1,1'-biphenyl]-2-amine